(S)-N-((4,4-Difluorocyclohexyl)(7-((5,5-dimethyl-2-oxotetrahydropyrimidin-1(2H)-yl)methyl)imidazo[1,2-b]pyridazin-2-yl)methyl)-4-methyl-1,2,5-oxadiazole-3-carboxamide FC1(CCC(CC1)[C@H](NC(=O)C1=NON=C1C)C=1N=C2N(N=CC(=C2)CN2C(NCC(C2)(C)C)=O)C1)F